tert-butyl (2-(2-((3-(9-(2,6-dioxopiperidin-3-yl)-9H-pyrido[2,3-b]indol-7-yl)prop-2-yn-1-yl)oxy)ethoxy)ethyl)carbamate O=C1NC(CCC1N1C2=C(C3=CC=C(C=C13)C#CCOCCOCCNC(OC(C)(C)C)=O)C=CC=N2)=O